FC(OCC1(CC1)NC(=O)C1=NOC2=C1CN(CC2)C(=O)C=2NC1=CC=CC=C1C2)F N-{1-[(difluoromethoxy)methyl]cyclopropyl}-5-(1H-indole-2-carbonyl)-4H,5H,6H,7H-[1,2]oxazolo[4,5-c]pyridine-3-carboxamide